ethyl 12-chloro-9-oxo-2,4,8-triazatricyclo[8.4.0.02,6]tetradeca-1(14),3,5,10,12-pentaene-5-carboxylate ClC=1C=C2C(NCC3=C(N=CN3C2=CC1)C(=O)OCC)=O